CC(C(N)(C)C)(N)C Tetramethyl-ethane-1,2-diamine